BrC1=CC=C(C=C1)C1=C(C(=NS1)C)CO (5-(4-bromophenyl)-3-methylisothiazol-4-yl)methanol